(5S,11S)-6H,12H-5,11-methanodibenzo[b,f][1,5]diazocine-2,8-diamine C1=C(C=CC=2N3CC4=C(N(CC21)C3)C=CC(=C4)N)N